methyl (E)-(2-chloropyrimidin-4-yl)(4-(2-cyanovinyl)-2,6-dimethylphenyl)carbamate ClC1=NC=CC(=N1)N(C(OC)=O)C1=C(C=C(C=C1C)\C=C\C#N)C